3-ethyl-3-Hydroxymethyloxetane C(C)C1(COC1)CO